[Al].CC(C)O.CC(C)O dipropan-2-ol aluminum